N1(CCN(CC1)CCCN(CCC(=O)OCCC#C)CCC(=O)OCCC#C)CCCN(CCC(=O)OCCC#C)CCC(=O)OCCC#C tetra(but-3-yn-1-yl) 3,3',3'',3'''-((piperazine-1,4-diylbis(propane-3,1-diyl))bis(azanetriyl))tetrapropionate